(S)-2-amino-3-(1,2,4-oxadiazol-3-yl)propionic acid N[C@H](C(=O)O)CC1=NOC=N1